CUMATE CN(C)C(=S)[S-].CN(C)C(=S)[S-].[Cu+2]